((3as,4r,6s,6as)-6-(4-aminopyrrolo[2,1-f][1,2,4]triazin-7-yl)-4-cyano-2,2-dimethyltetrahydrofurano[3,4-d][1,3]dioxol-4-yl) methylcyclohexyl carbonate C(O[C@]1(O[C@H]([C@@H]2OC(O[C@@H]21)(C)C)C2=CC=C1C(=NC=NN12)N)C#N)(OC1(CCCCC1)C)=O